2-Fluoro-N-(3-fluoro-4-(methoxymethyl)benzyl)-5-(3-(methoxymethyl)pyridin-2-yl)benzamide FC1=C(C(=O)NCC2=CC(=C(C=C2)COC)F)C=C(C=C1)C1=NC=CC=C1COC